N-(sec-butyl)butane-1,4-diamine C(C)(CC)NCCCCN